ClC1=CC=C(CN2C(C=3N(C4=CC=C(C=C24)C)N=C(N3)C(=O)O)=O)C=C1 5-(4-chlorobenzyl)-7-methyl-4-oxo-4,5-dihydro[1,2,4]triazolo[1,5-a]quinoxaline-2-carboxylic acid